2-ethyl-3-(3-fluorophenyl)-5-(3-methoxy-1-(1-methylpiperidin-4-yl)-1H-pyrazol-4-yl)-1-tosyl-1H-pyrrolo[2,3-b]pyridine C(C)C1=C(C=2C(=NC=C(C2)C=2C(=NN(C2)C2CCN(CC2)C)OC)N1S(=O)(=O)C1=CC=C(C)C=C1)C1=CC(=CC=C1)F